C(CCC)OOCCCC butylperoxide